O1C(CCCC1)N1N=C(C=2C1=NC(=CN2)N2CCC1(CCCC1NC(OCC1=CC=CC=C1)=O)CC2)SC=2C(=NC=CC2)C(F)(F)F benzyl (8-(1-(tetrahydro-2H-pyran-2-yl)-3-((2-(trifluoromethyl)pyridin-3-yl)thio)-1H-pyrazolo[3,4-b]pyrazin-6-yl)-8-azaspiro[4.5]decan-1-yl)carbamate